ClC1=C(C(=O)O)C=CC=C1C1=NNC(O1)=O 2-chloro-3-(2-oxo-3H-1,3,4-oxadiazol-5-yl)benzoic acid